2,5-dimethyl-2,5-bis(t-butylperoxy)-hex-3-yne CC(C)(C#CC(C)(OOC(C)(C)C)C)OOC(C)(C)C